2,2,2-trifluoro-N-[(3S)-pyrrolidin-3-yl]acetamide hydrochloride Cl.FC(C(=O)N[C@@H]1CNCC1)(F)F